CN1C=NC=C1CN1C(C=C(C=C1)C1=NN(C2=CC=CC=C12)C1=CC=C(C=C1)C(F)(F)F)=O 1-((1-methyl-1H-imidazol-5-yl)methyl)-4-(1-(4-(trifluoromethyl)phenyl)-1H-indazol-3-yl)pyridin-2(1H)-one